cis-4-hydroxy-L-proline phenyl ester C1(=CC=CC=C1)OC([C@H]1NC[C@H](C1)O)=O